(1-(6-chloroimidazo[1,2-b]pyridazin-8-yl)-3-fluoroazetidin-3-yl)methanol ClC=1C=C(C=2N(N1)C=CN2)N2CC(C2)(F)CO